3-methyl-N-[[(1S,3R)-3-[[4-methyl-5-(6-oxopyridazin-1-yl)-2-pyridyl]amino]cyclopentyl]methyl]isoxazole-5-carboxamide CC1=NOC(=C1)C(=O)NC[C@@H]1C[C@@H](CC1)NC1=NC=C(C(=C1)C)N1N=CC=CC1=O